BrC1=C2C(=C(N=C1)Cl)NC=C2 4-bromo-7-chloro-1H-pyrrolo[2,3-C]pyridine